(E)-3-CYCLOBUTYLACRYLIC ACID C1(CCC1)/C=C/C(=O)O